3-((tert-butylamino)methylene)-2-(1H-indol-3-yl)chroman-4-one C(C)(C)(C)NC=C1C(OC2=CC=CC=C2C1=O)C1=CNC2=CC=CC=C12